(R)-3-((S)-2-((tert-butoxycarbonyl)(methyl)amino)-N,4-dimethylvaleramido)-4-methoxy-4-oxobutanoic acid C(C)(C)(C)OC(=O)N([C@H](C(=O)N(C)[C@H](CC(=O)O)C(=O)OC)CC(C)C)C